[Cl-].C(C)[N+]1=CC(C2=CC=CC=C12)(C)C 1-ethyl-3,3-dimethyl-3H-indol-1-ium chloride